C1(CC1)CN1C(=CC=2C1=NC(=CC2)C=2C=C1C=CN=CC1=CC2)C2=NC1=C(N2C)C(=CC(=C1)C(=O)N1[C@@H]2CC[C@H](C1)[C@H]2N)OC (1R,4R,7R)-2-{2-[1-(cyclopropylmethyl)-6-(isoquinolin-6-yl)-1H-pyrrolo[2,3-b]pyridin-2-yl]-7-methoxy-1-methyl-1H-1,3-benzodiazole-5-carbonyl}-2-azabicyclo[2.2.1]heptan-7-amine